CC=1N=C(C(=NC1)S)S 5-methyl-2,3-dimercaptopyrazine